1-[3-(1H-imidazol-5-yl)-2-[3-(trifluoromethyl)-1H-1,2,4-triazol-5-yl]imidazo[1,2-a]pyrimidin-7-yl]ethan-1-one N1C=NC=C1C1=C(N=C2N1C=CC(=N2)C(C)=O)C2=NC(=NN2)C(F)(F)F